CC[C@@]1(C[C@@H]2C[C@@](C3=C(CC[NH+](C2)C1)C4=CC=CC=C4N3)(C5=C(C=C6C(=C5)[C@]78CC[NH+]9[C@H]7[C@@](C=CC9)([C@H]([C@@]([C@@H]8N6C=O)(C(=O)OC)O)OC(=O)C)CC)OC)C(=O)OC)O.[O-]S(=O)(=O)[O-] The molecule is an organic sulfate salt containing equimolar amounts of vincristine(2+) and sulfate. Used for the treatment of a variety of cancers. It has a role as an antineoplastic agent. It contains a vincristine(2+).